3-(Phenylmethoxy)-8-fluoro-7-methoxynaphthalene-2-carboxylic acid phenylmethyl ester C1(=CC=CC=C1)COC(=O)C1=CC2=C(C(=CC=C2C=C1OCC1=CC=CC=C1)OC)F